(E)-3-(3-fluorobenzylidene)pyrrolidine-2,5-dione FC=1C=C(\C=C/2\C(NC(C2)=O)=O)C=CC1